fluorodimethoxysilane F[SiH](OC)OC